C(#N)C1=CC2=C(N=C(N=C2)NC=2C=C3CCN(CC3=CC2)C(=O)OC(C)(C)C)N(C1=O)CCCOCC tert-butyl 6-((6-cyano-8-(3-ethoxypropyl)-7-oxo-7,8-dihydropyrido[2,3-d]pyrimidin-2-yl)amino)-3,4-dihydroisoquinoline-2(1H)-carboxylate